8-chloroimidazo[1,2-a]pyrazine-2-carboxylic acid ethyl ester C(C)OC(=O)C=1N=C2N(C=CN=C2Cl)C1